COC1=C(C(=CC(=C1)OC)CCCCC)S(=O)(=O)C 1,5-dimethoxy-2-(methylsulfonyl)-3-pentyl-benzene